C(#N)C=1C=NC=CC1N1N=CC(=C1C(F)(F)F)C(=O)O 1-(3-cyano-pyridin-4-yl)-5-trifluoromethyl-1H-pyrazole-4-carboxylic acid